ammonio chloride [NH3+]Cl